(2S,11aR)-6-(Cyclopentyloxy)-7-fluoro-8-methyl-2-((2-oxo-1,2,3,4-tetrahydro-1,6-naphthyridin-7-yl)oxy)-2,3,11,11a-tetrahydro-1H,5H-benzo[f]pyrrolo[2,1-c][1,4]oxazepin-5-one C1(CCCC1)OC1=C(C(=CC2=C1C(N1[C@@H](CO2)C[C@@H](C1)OC1=NC=C2CCC(NC2=C1)=O)=O)C)F